O=C1N(C(C=C1)=O)CCCC(=O)NNC(=O)OC(C)(C)C tert-Butyl 2-(4-(2,5-dioxo-2,5-dihydro-1H-pyrrol-1-yl)butanoyl)hydrazinecarboxylate